N[C@H](CC1=C(C=2N=C(N=C(C2S1)NCC=1OC=CC1)Cl)C1CC1)C 6-[(2S)-2-aminopropyl]-2-chloro-7-cyclopropyl-N-[(furan-2-yl)methyl]thieno[3,2-d]pyrimidin-4-amine